BrC=1C=C(C(=O)O)C=C(C1)OCC1C(C1)(Cl)Cl 3-bromo-5-[(2,2-dichloro-cyclopropyl)methoxy]benzoic acid